2-((3-(benzyloxy)-8-((4-fluorophenyl)sulfonyl)-5,6,7,8-tetrahydroisoquinolin-7-yl)amino)ethanol C(C1=CC=CC=C1)OC=1N=CC=2C(C(CCC2C1)NCCO)S(=O)(=O)C1=CC=C(C=C1)F